6-oxo-6-[2-(trimethylsilyl)ethoxy]caproic acid O=C(CCCCC(=O)O)OCC[Si](C)(C)C